4-(3-(4-(((cyclopropylmethyl)amino)methyl)-1H-imidazol-2-yl)-1H-indazol-6-yl)-5-ethyl-2-fluorophenol C1(CC1)CNCC=1N=C(NC1)C1=NNC2=CC(=CC=C12)C1=CC(=C(C=C1CC)O)F